C(C(C)C)C1C(C(=O)NC(C1)=O)C 3-Isobutylmethylglutarimide